6-(3-chloro-7,8-dimethyl-[1,2,4]triazolo[4,3-b]pyridazin-6-yl)-3-(trifluoromethyl)-7,8-dihydro-5H-1,6-naphthyridine ClC1=NN=C2N1N=C(C(=C2C)C)N2CC=1C=C(C=NC1CC2)C(F)(F)F